COC=1C=C2C(=CN(C(C2=CC1OC)=O)C1=NC=CC=2CCCCC12)C(=O)N1CCCCC1 6',7'-dimethoxy-4'-(piperidine-1-carbonyl)-5,6,7,8-tetrahydro-1'H-[1,2'-biisoquinolin]-1'-one